FC(S(=O)(=O)OCC(CCCOC1CC(C1)OC1=NC=C(C=C1)Br)(F)F)(F)F [5-[3-[(5-bromo-2-pyridyl) oxy] cyclobutoxy]-2,2-difluoro-pentyl] trifluoromethanesulfonate